C(C1=CC=CC=C1)OC(NC=1C2=C(N=C(N1)Cl)N(C=C2)[C@@H]2O[C@]([C@H](C2)O[Si](C)(C)C(C)(C)C)(C#C)CO[Si](C)(C)C(C)(C)C)=O Benzyl(7-((2R,4S,5R)-4-((tert-butyldimethylsilyl)oxy)-5-(((tert-butyldimethylsilyl)oxy)methyl)-5-ethynyltetrahydrofuran-2-yl)-2-chloro-7H-pyrrolo[2,3-d]pyrimidin-4-yl)carbamate